ClC1=C(C=C2C=C(N=CC2=C1)NC(=O)[C@H]1CC12CCOCC2)C2CCN(CC2)C2COC2 (1S)-N-(7-chloro-6-(1-(oxetan-3-yl)piperidin-4-yl)isoquinolin-3-yl)-6-oxaspiro[2.5]octane-1-carboxamide